C(C)(C)(C)C=1C=NC(=NC1)N1CCN(CC1)S(=O)(=O)CCOC[C@H](C)NC1=C(C(NN=C1)=O)C(F)(F)F (S)-5-((1-(2-((4-(5-(Tert-butyl)pyrimidin-2-yl)piperazin-1-yl)sulfonyl)ethoxy)propan-2-yl)amino)-4-(trifluoromethyl)pyridazin-3(2H)-one